tert-Butyl 4-chloro-2-isopropyl-5,6-dihydropyrido[3,4-d]pyrimidine-7(8H)-carboxylate ClC=1C2=C(N=C(N1)C(C)C)CN(CC2)C(=O)OC(C)(C)C